COC1=CC=C(C=N1)C=1C(=CN(C(C1)=O)C)C=1C=NN(C1)C1=C(C#N)C=CC=C1 2-(4-(6-methoxy-1'-methyl-6'-oxo-1',6'-dihydro-[3,4'-bipyridin]-3'-yl)-1H-pyrazol-1-yl)benzonitrile